BrC=1N=CC=2N(C1)C(=CN2)C2=NC=CC(=N2)N2CC(NC(C2)C=2C=NNC2)(C)C 6-Bromo-3-(4-(3,3-dimethyl-5-(1H-pyrazol-4-yl)piperazin-1-yl)pyrimidin-2-yl)imidazo[1,2-a]pyrazine